6-chloro-3-(3,3-dimethylbut-1-ynyl)pyrazin-2-amine ClC1=CN=C(C(=N1)N)C#CC(C)(C)C